(S)-N-(5-methyl-4-oxo-2,3,4,5-tetrahydrobenzo[b][1,4]oxazepin-3-yl)-7-(4-(trifluoromethyl)phenyl)-1H-indole-2-carboxamide CN1C2=C(OC[C@@H](C1=O)NC(=O)C=1NC3=C(C=CC=C3C1)C1=CC=C(C=C1)C(F)(F)F)C=CC=C2